C(CCC)N1C([C@H](NC(C12CCN(CC2)CCCCOC2=CC=C(C=C2)NS(=O)(=O)C)=O)[C@@H](C2CCCCC2)O)=O (3R)-1-butyl-2,5-dioxo-3-((1R)-1-hydroxy-1-cyclohexylmethyl)-9-(4-(4-methylsulfonylaminophenoxy)butyl)-1,4,9-triazaspiro[5.5]undecane